CN(C=1C=C2CCC[C@H](C2=CC1)CNC=1N=NC=CC1C(=O)O)C1=CC=CC=C1 3-({[(1R)-6-[methyl-(phenyl)amino]-1,2,3,4-tetrahydronaphthalen-1-yl]methyl}amino)pyridazine-4-carboxylic acid